C(C)OCCOC1=CC=C(C[C@@H]2N(CCN(CCN(CCN(C2)CC(=O)O)CC(=O)O)CC(=O)O)CC(=O)O)C=C1 2,2',2'',2'''-{(2S)-2-[4-(2-Ethoxyethoxy)benzyl]-1,4,7,10-tetraazacyclododecane-1,4,7,10-tetrayl}tetraacetic acid